(5R)-N-(6-methyl-2-oxo-1-(2,2,2-trifluoroethyl)-5-(2,3,5-trifluorophenyl)piperidin-3-yl)-2'-oxo-1',2',6,7-tetrahydro-4H-spiro[benzofuran-5,3'-pyrrolo[2,3-b]pyridine]-2-formamide CC1C(CC(C(N1CC(F)(F)F)=O)NC(=O)C=1OC2=C(C1)C[C@]1(C(NC3=NC=CC=C31)=O)CC2)C2=C(C(=CC(=C2)F)F)F